[H+].[H+].CC(C)[C@@H](C(=O)N1CCC[C@H]1C2=NC=C(N2)C3=CC=C(C=C3)C4=CC=C(C=C4)C5=CN=C(N5)[C@@H]6CCCN6C(=O)[C@H](C(C)C)NC(=O)OC)NC(=O)OC The molecule is an organic cation obtained by protonation of the imidazole groups of daclatasvir. It is a conjugate acid of a daclatasvir.